(2-(1H-indol-3-yl)ethoxy)-5-(4-fluorophenyl)thiazolo[5,4-d]pyrimidine N1C=C(C2=CC=CC=C12)CCOC=1SC=2N=C(N=CC2N1)C1=CC=C(C=C1)F